C(N)(=O)C1(CN([C@H]2CN[C@@H]12)C(=O)OC(C)(C)C)O tert-butyl (1S,5R)-4-carbamoyl-4-hydroxy-2,6-diazabicyclo[3.2.0]Heptane-2-carboxylate